S1C(=CC=2C1=CN=CC2)C(=O)N thieno[2,3-c]pyridine-2-carboxamid